D-proline benzyl ester C(C1=CC=CC=C1)OC([C@@H]1NCCC1)=O